BrC1=CC(=NN1)Br dibromo-1H-pyrazole